CC1(CN(C2=CC=CC=C12)S(=O)(=O)C1=CC=C(C=C1)Br)CCC#N 3-(3-methyl-1-((4-bromophenyl)sulfonyl)indolin-3-yl)propionitrile